4-((4-(aminomethyl)benzyl)oxy)-6-chloropyrimidin-2-amine NCC1=CC=C(COC2=NC(=NC(=C2)Cl)N)C=C1